FC(C1=CC=C(C(=O)N2CC=3N(C4=CC=CC=C4C3CC2)CC2=CC=C(C(=O)NO)C=C2)C=C1)(F)F 4-[2-(4-Trifluoromethylbenzoyl)-2,3,4,9-tetrahydro-1H-beta-carbolin-9-ylmethyl]-N-hydroxybenzoamide